1-[4-(6-Hydroxyhexoxy)phenyl]-3-(4-iodophenyl)prop-2-en-1-one OCCCCCCOC1=CC=C(C=C1)C(C=CC1=CC=C(C=C1)I)=O